C(C)OC=1C=C(C=CC1OC)[C@@H](CS(=O)(=O)C)N1C(C2=CC=CC(=C2C1=O)N1CCC(CC1)C1CCN(CC1)C(=O)OC(C)(C)C)=O tert-butyl 4-[1-[2-[(1S)-1-(3-ethoxy-4-methoxyphenyl)-2-methyl-sulfonylethyl]-1,3-dioxoisoindolin-4-yl]-4-piperidyl]piperidine-1-carboxylate